D-(-)-2-(2,5-dihydrophenyl)glycine C1C=CCC(=C1)[C@H](C(=O)O)N